ClC1=CC=C(CN2C(N=C(N=C2N2C(=NC3=C2C=CC=C3)C(F)F)N3CCOCC3)N3CCN(CC3)C(=O)N)C=C1 (E)-N'-(4-chlorobenzyl)-4-(4-(2-(difluoromethyl)-1H-benzo[d]imidazol-1-yl)-6-morpholino-1,3,5-triazin-2-yl)piperazine-1-carboxamide